C(#N)C1(C[C@H](N(C1)C(=O)OC(C)(C)C)C(=O)OC)O 1-t-butyl 2-methyl (2S)-4-cyano-4-hydroxypyrrolidine-1,2-dicarboxylate